C(C1=CC=CC=C1)(C1=CC=CC=C1)C1N2CCC(C1NCC1=C(C=CC(=C1)C(C)C)OC)CC2 2-benzhydryl-N-[(2-methoxy-5-propan-2-ylphenyl)methyl]-1-azabicyclo[2.2.2]octan-3-amine